ClC1=CC(=NC=C1F)NC(N(CC1=NNC(=C1)C(F)(F)F)C=1C=NC(=NC1)OC)=O (4-Chloro-5-fluoropyridin-2-yl)-1-(2-methoxypyrimidin-5-yl)-1-((5-(trifluoromethyl)-1H-pyrazol-3-yl)methyl)urea